[Ni].[Fe] iron-nickel salt